OCCN1N=C(C(=C1)NC1=NNC2=CC(=CC=C12)[C@@H]1C[C@@]12C(NC1=CC=C(C=C21)OC)=O)OC (1R,2S)-2-(3-{[1-(2-hydroxyethyl)-3-methoxy-1H-pyrazol-4-yl]amino}-1H-indazol-6-yl)-5'-methoxyspiro[cyclopropane-1,3'-indol]-2'(1'H)-one